N1(CCC(CC1)C(=O)O)C1CCNCC1.FC1=C(C(=C(C(=C1OB(O)O)F)F)F)F.I(=O)(=O)O.I(=O)(=O)O.I(=O)(=O)O.I(=O)(=O)O tetraiodic acid (pentafluorophenyl)borate [1,4'-bipiperidine]-4-carboxylate